6-fluoro-5-(1-(2-fluorophenyl)ethyl)-3-(((2-methoxypyrimidin-5-yl)methyl)amino)-4H-benzo[e][1,2,4]thiadiazine 1,1-dioxide FC=1C=CC2=C(NC(=NS2(=O)=O)NCC=2C=NC(=NC2)OC)C1C(C)C1=C(C=CC=C1)F